N-(7-(cyclobutylmethyl)-7-azaspiro[3.5]nonan-2-yl)-N-phenyl-1H-pyrrole-3-carboxamide hydrochloride Cl.C1(CCC1)CN1CCC2(CC(C2)N(C(=O)C2=CNC=C2)C2=CC=CC=C2)CC1